3-aminopropyltris(methoxyethoxy-ethoxy)silane NCCC[Si](OCCOCCOC)(OCCOCCOC)OCCOCCOC